[Cu].[As](O)(O)(O)=O.[Cr] chromium arsenic acid copper